3-(4-(7-Azaspiro[3.5]nonan-2-ylamino)-3-methyl-2-oxo-2,3-dihydro-1H-benzo[d]imidazol-1-yl)piperidine-2,6-dione C1C(CC12CCNCC2)NC2=CC=CC=1N(C(N(C12)C)=O)C1C(NC(CC1)=O)=O